BrC1=CC=2C(C3=CC=CC=C3C2C=C1)(CCCCCC)CCCCCC 2-bromo-9,9-dihexyl-9H-fluorene